ClC1=C(OC2=C(C=CC=3C4=CC=CC=C4C(C23)(C)C)N(C2=CC=CC=C2)C2=CC=CC=C2)C=CC=C1N(C1=CC=CC=C1)C1=CC=CC=C1 (2-chloro-3-(diphenylamino)phenoxy)-9,9-dimethyl-N,N-diphenyl-9H-fluoren-2-amine